(S)-4-(4-(2-(3-chloro-4-cyanophenyl)-3-methyl-2,8-diazaspiro[4.5]dec-8-yl)benzoyl)piperazine-1-carboxylic acid tert-butyl ester C(C)(C)(C)OC(=O)N1CCN(CC1)C(C1=CC=C(C=C1)N1CCC2(C[C@@H](N(C2)C2=CC(=C(C=C2)C#N)Cl)C)CC1)=O